C(C)N(CC)C=1C(=C(C(=C(C(=O)[O-])C1)CCCCCC)C(C1=CC=CC=C1)=O)O N,N-diethylamino-hydroxybenzoyl-n-hexyl-benzoate